ClC=1C=C(C=C(C1)Cl)C1=NC(=CC(=C1)CN1CCC(CC1)COC(NC)=O)OC=1C=NC(=NC1)N1CCN(CC1)CCCS(=O)(=O)C (1-((2-(3,5-dichlorophenyl)-6-((2-(4-(3-(methylsulfonyl)propyl)piperazin-1-yl)pyrimidin-5-yl)oxy)pyridin-4-yl)methyl)piperidin-4-yl)methylmethylcarbamate